C12=C(C=C(CC1)C2)[Rh] norbornadienyl-rhodium